1-methyl-tetrahydropyrazolo[3,4-D]pyridine CN1NCC2C1=CC=NC2